NC1=C2C(=NC=N1)N(N=C2C2=CC(=C(C=C2)OC(C)C)F)[C@H](C)C=2C=C1N(C(C2C2=CC(=CC=C2)F)=O)C(=CS1)Cl (R)-7-(1-(4-amino-3-(3-fluoro-4-isopropoxyphenyl)-1H-pyrazolo[3,4-d]pyrimidin-1-yl)ethyl)-3-chloro-6-(3-fluorophenyl)-5H-thiazolo[3,2-a]pyridin-5-one